C(C)(=O)O[C@@H]1[C@H](O[C@@H]([C@H]([C@H]1OC(C)=O)OC(C)=O)OC=1C=NC(=CC1)NC(=O)NCCCCC#C)CCP(O)(O)=O (2-((2R,3R,4S,5S,6R)-3,4,5-triacetoxy-6-((6-(3-(hex-5-yn-1-yl)ureido)pyridin-3-yl)oxy)tetrahydro-2H-pyran-2-yl)ethyl)phosphonic acid